NC1=NC=C(C(=N1)N)OC1=CC(=NC=C1C(C)C)CC(=O)C1=CC=C(C=C1)N(C)C 2-(4-((2,4-diamino-pyrimidin-5-yl)oxy)-5-iso-propyl-pyridin-2-yl)-1-(4-(dimethyl-amino)phenyl)ethanone